CN1CC(C1)(OC1=C(C(=CC=C1F)F)F)C 1,3-dimethyl-3-(2,3,6-trifluorophenoxy)azetidine